Cl.N1(CCCCC1)C=1SC=2C(=NC(=C(C2)NC(=O)C2=NC(=CC=C2)C=2C=NN(C2)C)N2CCCCC2)N1 N-(2,5-bis(piperidin-1-yl)thiazolo[4,5-b]pyridin-6-yl)-6-(1-methyl-1H-pyrazol-4-yl)pyridinecarboxamide hydrochloride